sodium 2,6-dihydroxy-5'-methyl-4-pentyl-1',2',3',4'-tetrahydro-[1,1'-biphenyl]-3-sulfonate OC1=C(C(=CC(=C1S(=O)(=O)[O-])CCCCC)O)C1CCCC(=C1)C.[Na+]